COC(C(C)(C1=CC=C(C=C1)OC)N1N=CC=2C1=NC(=NC2Cl)N)=O 2-(6-amino-4-chloro-1H-pyrazolo[3,4-d]pyrimidin-1-yl)-2-(4-methoxyphenyl)propionic acid methyl ester